NC1=C2NC(N(C2=NC(=N1)OCCCC)CC1=CC=C(CN2CCC(CC2)CCNC(CCOCCON)=O)C=C1)=O N-(2-(1-(4-((6-amino-2-butoxy-8-oxo-7H-purin-9(8H)-yl)methyl)benzyl)piperidin-4-yl)ethyl)-3-(2-(aminooxy)ethoxy)propanamide